1-bromo-5,6-dihydro-cyclopenta[c]pyrrol-4(2H)-one BrC=1NC=C2C1CCC2=O